COC1=CC=C(CN(C2=CC(=NC=C2)C(=O)[O-])CC2=CC=C(C=C2)OC)C=C1 4-(bis(4-methoxybenzyl)amino)picolinate